C(C)C1N(C(C(=C1)O)=O)C(COCC1=CC=CC=C1)(C)C ethyl-1-[1-(benzyloxy)-2-methylpropan-2-yl]-4-hydroxy-5-oxo-2,5-dihydro-1H-pyrrole